calcium hemi-carbonate C([O-])([O-])=O.[Ca+2].[Ca+2]